[2-Chloro-4-fluoro-5-(7-morpholin-4-yl-quinazolin-4-yl)-phenyl]-(4-ethyl-aminomethyl-thiazol-2-yl)-methanol ClC1=C(C=C(C(=C1)F)C1=NC=NC2=CC(=CC=C12)N1CCOCC1)C(O)C=1SC(=C(N1)CC)CN